OCC1=CC=CC2=C1COB2 4-(hydroxymethyl)-3H-2,1-benzoxaborol